4-(2-(3-fluoro-7-hydroxy-1-methyl-9H-pyrido[3,4-b]indol-9-yl)ethyl)piperazine-1-carboxylic acid tert-butyl ester C(C)(C)(C)OC(=O)N1CCN(CC1)CCN1C2=C(C3=CC=C(C=C13)O)C=C(N=C2C)F